NC1=NC2=CC(=C(C=C2C=C1CO)C(=O)N(C1COC2=C1C=CC(=C2)C(F)(F)F)CC2CC2)F 2-amino-N-(cyclopropylmethyl)-7-fluoro-3-(hydroxymethyl)-N-(6-(trifluoromethyl)-2,3-dihydrobenzofuran-3-yl)quinoline-6-carboxamide